Cl.C(C)OC(=O)C1=CNC2=CC=CC=C2C1=O 4-oxo-1,4-dihydroquinoline-3-carboxylic acid ethyl ester hydrochloride